N-(benzo[d][1,3]dioxol-5-ylmethyl)-6-chloropyrimidin-4-amine O1COC2=C1C=CC(=C2)CNC2=NC=NC(=C2)Cl